ClC1=CC(=NC(=C1C(F)(F)F)Cl)C1=CC=NC=C1 4,6-dichloro-2-(4-pyridyl)-5-trifluoromethylpyridine